(2Z)-2-{[7-amino-4-(4-amino-3,5-dichlorophenyl)-1-oxo-2,3-dihydro-1H-isoindol-2-yl]methyl}-3-(1-methyl-1H-pyrazol-4-yl)prop-2-enamide NC=1C=CC(=C2CN(C(C12)=O)C/C(/C(=O)N)=C/C=1C=NN(C1)C)C1=CC(=C(C(=C1)Cl)N)Cl